2-(3-(8,8-difluoro-2-(methylsulfonyl)-5,6,7,8-tetrahydroquinazolin-4-yl)-3-azabicyclo[3.1.1]heptane-6-yl)acetic acid ethyl ester C(C)OC(CC1C2CN(CC1C2)C2=NC(=NC=1C(CCCC21)(F)F)S(=O)(=O)C)=O